methyl 2-((2R,3S)-3-(methylsulfonamido)-2-((((CIS)-4-phenylcyclohexyl)oxy)methyl) pyrrolidin-1-yl)thiazole-4-carboxylate CS(=O)(=O)N[C@@H]1[C@@H](N(CC1)C=1SC=C(N1)C(=O)OC)CO[C@@H]1CC[C@@H](CC1)C1=CC=CC=C1